F[C@H]1[C@H](CN(C1)C)OC1=C(N(N=C1)C)C1=CC=2N(C=C1)N=C(C2)NC(=O)C2CC2 N-[5-[4-[(3S,4R)-4-fluoro-1-methyl-pyrrolidin-3-yl]oxy-2-methyl-pyrazol-3-yl]pyrazolo[1,5-a]pyridin-2-yl]cyclopropanecarboxamide